trimethoxybromobenzene COC1=C(C(=C(C=C1)Br)OC)OC